FC(F)F tri-fluoro-methane